ethane-1,2-diylbis(4-azidobenzoate) C(CC1=C(C(=O)[O-])C=CC(=C1)N=[N+]=[N-])C1=C(C(=O)[O-])C=CC(=C1)N=[N+]=[N-]